2-(4-bromophenyl)benzo[b]thiophene BrC1=CC=C(C=C1)C1=CC2=C(S1)C=CC=C2